2-[4-(N-methyl-4-propylanilino)phenoxy]pyrido[3,4-d]pyrimidin-4-ol CN(C1=CC=C(C=C1)CCC)C1=CC=C(OC=2N=C(C3=C(N2)C=NC=C3)O)C=C1